2-(2-(5-chloro-2-((tetrahydro-2H-pyran-4-yl)amino)pyrimidin-4-yl)-4-oxo-6,7-dihydrothieno[3,2-c]pyridin-5(4H)-yl)acetic acid tert-butyl ester C(C)(C)(C)OC(CN1C(C2=C(CC1)SC(=C2)C2=NC(=NC=C2Cl)NC2CCOCC2)=O)=O